C(C=C)(=O)OCCC1=CC(=C(C=C1)OC)OC 3,4-dimethoxyphenylethyl acrylate